ClC=1C=CC(=C(C=NC(C(=O)O)CC2=CC=C(C=C2)O)C1)O 2-(5-chloro-2-hydroxybenzylideneamino)-3-(4-hydroxyphenyl)propanoic acid